methyl 4-[(2E)-4-[(tert-butoxycarbonyl)(methyl)amino]but-2-enamido]benzoate C(C)(C)(C)OC(=O)N(C/C=C/C(=O)NC1=CC=C(C(=O)OC)C=C1)C